O(C)C1=C(C(=O)NCCCCCCCC(=O)O)C=CC=C1 8-(2-methoxylbenzoyl)aminocaprylic acid